2-[1-(2-cyanophenyl)-1-[1-(2-hydroxyethyl)pyrazol-4-yl]propan-2-yl]-5-hydroxy-1-methyl-N-(1,2-oxazol-4-yl)-6-oxopyrimidine-4-carboxamide C(#N)C1=C(C=CC=C1)C(C(C)C=1N(C(C(=C(N1)C(=O)NC=1C=NOC1)O)=O)C)C=1C=NN(C1)CCO